BrC1=CC(=C(C=C1)/N=N/C=1C=C2C=C(COC2=CC1OC)C(=O)OCC)OC (E)-ethyl 6-((4-bromo-2-methoxyphenyl)diazenyl)-7-methoxy-2H-chromene-3-carboxylate